CS(=O)(=O)N1CCC(CC1)NC1=NC=C(C(=N1)C=1N=CN(C1)C1=CC=NC(=C1C#N)N1CCOCC1)C(F)(F)F 4-(4-(2-((1-(Methylsulfonyl)piperidin-4-yl)amino)-5-(trifluoromethyl)pyrimidin-4-yl)-1H-imidazol-1-yl)-2-morpholinonicotinonitrile